(R)-3-((3-(7-Aminothiazolo[5,4-d]pyrimidin-2-yl)-4-methylphenyl)ethynyl)-3-hydroxy-1-methylpyrrolidin-2-on NC=1C2=C(N=CN1)SC(=N2)C=2C=C(C=CC2C)C#C[C@]2(C(N(CC2)C)=O)O